5-bromo-1,1-difluoro-1H-indene-6-carbonitrile BrC=1C=C2C=CC(C2=CC1C#N)(F)F